sodium isostearoyl lactyllactate C(C(O)C)(=O)C(C(=O)OC(CCCCCCCCCCCCCCC(C)C)=O)(O)C.[Na]